C(C1=CC=CC=C1)OC1=NC(=CC=C1N1C(NC2=C1C(=CC=C2Br)F)=O)OCC2=CC=CC=C2 1-(2,6-bis(benzyloxy)pyridin-3-yl)-4-bromo-7-fluoro-1,3-dihydro-2H-benzo[d]imidazol-2-one